N-phenyl-2'-(quinolin-3-yl)-5',6'-dihydrospiro[azetidine-3,4'-pyrrolo[1,2-b]pyrazole]-1-carboxamide C1(=CC=CC=C1)NC(=O)N1CC2(CCN3N=C(C=C32)C=3C=NC2=CC=CC=C2C3)C1